NCCCCCCN 1,6-Diaminohexan